[N-]=C=O.[N-]=C=O.C1(C(C=CC=C1)C)(C)C xylenyl-methane diisocyanate